((2,6-bis(bromomethyl)pyridin-4-yl)amino)-6-oxohexanamide BrCC1=NC(=CC(=C1)NC(C(=O)N)CCCC=O)CBr